FC=1C(=C(C(=CC1)C)NC(\C=C\C1=CC=C2CC(NC2=C1)=O)=O)C (E)-N-(3-fluoro-2,6-dimethylphenyl)-3-(2-oxoindolin-6-yl)acrylamide